methyl 2-(toluene-4-sulfonyloxy)-propionate CC1=CC=C(C=C1)S(=O)(=O)OC(C(=O)OC)C